ammonium (Ammonium) [NH4+].[NH4+]